COC1=C(C(N(C2=NC=C(C=C12)C1=CC=C(C=C1)OC)CCN1CCOCC1)=O)C(=O)O 4-methoxy-6-(4-methoxyphenyl)-1-(2-morpholinylethyl)-2-oxo-1,2-dihydro-1,8-naphthyridine-3-carboxylic acid